5-(tert-Butyl) 1-methyl ((S)-4-(tert-butoxy)-2-((S)-2-(5-methyl-1H-indole-2-carboxamido)-3-(naphthalen-2-yl)propanamido)-4-oxobutanoyl)-L-glutamate C(C)(C)(C)OC(C[C@@H](C(=O)N[C@@H](CCC(=O)OC(C)(C)C)C(=O)OC)NC([C@H](CC1=CC2=CC=CC=C2C=C1)NC(=O)C=1NC2=CC=C(C=C2C1)C)=O)=O